C(C=C)(=O)NC=1C(=CC(=C(C1)NC1=NC=C(C(=N1)N1C(C(C2=NC(=CC=C21)C)(C)C)([2H])[2H])C(=O)OC(C)C)OC)N2CCN(CC2)C2CC2 isopropyl 2-((5-acrylamido-4-(4-cyclopropyl-piperazin-1-yl)-2-methoxy-phenyl)amino)-4-(3,3,5-trimethyl-2,3-dihydro-1H-pyrrolo[3,2-b]pyridin-1-yl-2,2-d2)pyrimidine-5-carboxylate